S1N=C(C=C1)C1=C2C=C(N=CC2=C(N=C1)NC)NC(=O)C1CC1 N-(5-(isothiazol-3-yl)-8-(methylamino)-2,7-naphthyridin-3-yl)cyclopropanecarboxamide